FC1(CC[C@@H](OC1)C1=NC=CC(=C1NC(C1=CN=C(C(=C1)F)OCC)=O)C1=NC=CC=C1F)F |r| rac-N-(2'-(5,5-difluorotetrahydro-2H-pyran-2-yl)-3-fluoro-[2,4'-bipyridin]-3'-yl)-6-ethoxy-5-fluoronicotinamide